CC(C)(C)OC(=O)NC1CNCC1F (3-boc-amino)-4-fluoropyrrolidine